BrC=1C(=C(C(=O)NC)C(=C(C1N1CCNCC1)F)F)F 3-Bromo-2,5,6-trifluoro-N-methyl-4-(piperazin-1-yl)benzamide